ClCC(=O)NC=1SC2=C(N1)C=CC(=C2)C2=C(N=CN2COCC[Si](C)(C)C)C2=NC(=CC=C2)C 2-chloro-N-(6-(4-(6-methylpyridin-2-yl)-1-((2-(trimethylsilyl)ethoxy)methyl)-1H-imidazol-5-yl)benzo[d]thiazol-2-yl)acetamide